C(C)OC(CC(C)C(C(C(=O)O)C(C)CC(OCC)=O)C(=O)O)=O di-(4-ethoxy-4-oxo-butan-2-yl)-succinic acid